2-(3-(3-((Cyclopropyl-(Tetrahydrofuran-2-Yl)Methyl)Carbamoyl)-1H-Pyrazol-5-Yl)Phenyl)-N-(Pentan-3-Yl)Oxazole-5-Carboxamide C1(CC1)C(C1OCCC1)NC(=O)C1=NNC(=C1)C=1C=C(C=CC1)C=1OC(=CN1)C(=O)NC(CC)CC